2,4-dimethyl-2-cyclohexenone CC=1C(CCC(C1)C)=O